tert-butyl 4-(6-bromo-7-(3,5-dimethylisoxazol-4-yl)-9H-carbazol-3-yl)-5,6-dihydropyridine-1(2H)-carboxylate BrC=1C=C2C=3C=C(C=CC3NC2=CC1C=1C(=NOC1C)C)C1=CCN(CC1)C(=O)OC(C)(C)C